(1'-(Boc)-1',2',3',6'-tetrahydro-[2,4'-bipyridine]-5-yl)boronic acid C(=O)(OC(C)(C)C)N1CCC(=CC1)C1=NC=C(C=C1)B(O)O